3-amino-N-((6-(dimethylamino)pyridin-2-yl)methyl)-6-(2,6-dimethylpyridin-4-yl)-5-(4-fluorophenyl)pyrazine-2-carboxamide NC=1C(=NC(=C(N1)C1=CC=C(C=C1)F)C1=CC(=NC(=C1)C)C)C(=O)NCC1=NC(=CC=C1)N(C)C